C1(CC1)C=1N=CN(C1)C1=CC=C2C=CN(C(C2=C1)=O)CC1=C(C=C(C=C1)OC)OC 7-(4-cyclopropyl-1H-imidazol-1-yl)-2-(2,4-dimethoxybenzyl)isoquinolin-1(2H)-one